FC=1C=C(C=C(C1)F)C1CC=NN1C(=O)C12CC(C1)(C2)C(=O)OC Methyl 3-(5-(3,5-difluorophenyl)-4,5-dihydro-1H-pyrazole-1-carbonyl)-bicyclo[1.1.1]pentane-1-carboxylate